C1(CC1)C[C@@H](C(=O)N[C@H](C(=O)OC)C[C@H]1C(NCC1)=O)NC(=O)C=1NC2=CC=CC(=C2C1)OCCC methyl (2S)-2-[[(2S)-3-cyclopropyl-2-[(4-propoxy-1H-indole-2-carbonyl)amino]propanoyl] amino]-3-[(3S)-2-oxopyrrolidin-3-yl]propanoate